γ-glycidoxypropylphenyldiethoxysilane C(C1CO1)OCCC[Si](OCC)(OCC)C1=CC=CC=C1